tert-butyl N-[3-[[7-[(3-fluoro-2-pyridyl)oxy]-4-methyl-2-oxo-chromen-3-yl]methyl]-2-methoxy-phenyl]carbamate FC=1C(=NC=CC1)OC1=CC=C2C(=C(C(OC2=C1)=O)CC=1C(=C(C=CC1)NC(OC(C)(C)C)=O)OC)C